α-Ocimene C=CC(C)=CCCC(C)=C